ClC1=C(OC=2C=C(C(NN2)=O)C(C)C)C(=CC(=C1)[N+](=O)[O-])Cl 6-(2,6-dichloro-4-nitro-phenoxy)-4-isopropyl-2H-pyridazin-3-one